6-bromo-8-chloroquinazolin-2-amine BrC=1C=C2C=NC(=NC2=C(C1)Cl)N